methyl (E)-3-(3-(N-((4-(quinoxalin-6-yl)phenyl)methyl-d)cyclohexanecarboxamido)phenyl)acrylate N1=CC=NC2=CC(=CC=C12)C1=CC=C(C=C1)C(N(C(=O)C1CCCCC1)C=1C=C(C=CC1)/C=C/C(=O)OC)[2H]